5-fluoro-3-((1-(4-fluoro-2-(thiophene-3-yl)phenethyl)piperidine-4-yl)methyl)-1H-indole FC=1C=C2C(=CNC2=CC1)CC1CCN(CC1)CCC1=C(C=C(C=C1)F)C1=CSC=C1